N-(5-(N-propylaminosulfonyl)-2,3-dihydro-1H-inden-2-yl)-N-(4-(trifluoromethyl)benzyl)benzofuran-2-carboxamide C(CC)NS(=O)(=O)C=1C=C2CC(CC2=CC1)N(C(=O)C=1OC2=C(C1)C=CC=C2)CC2=CC=C(C=C2)C(F)(F)F